1-methyl-7-[4-(4-methylpiperazin-1-yl)anilino]-3-(1-methyl-4,5,6,7-tetrahydropyrazolo[3,4-b]pyridin-4-yl)-4H-pyrimido[4,5-d]pyrimidin-2-one CN1C(N(CC=2C1=NC(=NC2)NC2=CC=C(C=C2)N2CCN(CC2)C)C2C1=C(NCC2)N(N=C1)C)=O